OCC=1C=2N(N=C(C1)C=1C=C3C=CN(C(C3=CC1)=O)C1CCN(CC1)C(=O)OC(C)(C)C)C=C(N2)C tert-butyl 4-[6-[8-(hydroxymethyl)-2-methyl-imidazo[1,2-b]pyridazin-6-yl]-1-oxo-2-isoquinolyl]piperidine-1-carboxylate